2-(((2-(4-(2-hydroxyethyl)piperazin-1-yl)ethyl)amino)methylene)-5-methylcyclohexane-1,3-dione OCCN1CCN(CC1)CCNC=C1C(CC(CC1=O)C)=O